ClC=1C=C2C(=CN(C2=CC1)CC1=NC=CC=C1)/C=C(/C(=O)[O-])\C#N (E)-3-(5-chloro-1-(pyridin-2-ylmethyl)-1H-indol-3-yl)-2-cyanoacrylate